C(C=C)(=O)OCCCC.[Li] lithium butyl acrylate